3-Difluoromethyl-1-methylpyrazole-4-carboxylic acid FC(C1=NN(C=C1C(=O)O)C)F